C(C)(C)(C)OC(N[C@@H](C)CCC(=O)C1CCCCC1)=O (S)-(5-cyclohexyl-5-oxopentan-2-yl)carbamic acid t-butyl ester